[Si](C)(C)(C(C)(C)C)OCC[C@H](C)C1=NC(=C2N1C=C(N=C2)Cl)C=2C=CC(=C(OCCN(C)C)C2)F (S)-2-(5-(3-(4-((tert-butyldimethylsilyl)oxy)butan-2-yl)-6-chloroimidazo[1,5-a]pyrazin-1-yl)-2-fluorophenoxy)-N,N-dimethylethan-1-amine